4-hydroxy-7H-furo[3,2-g]Benzopyran-7-one OC1=C2C(=CC3=C1C=CC(O3)=O)OC=C2